[Br-].C(C)(=O)NC[C@H]1CN(C(O1)=O)C1=CC(=C(C=C1)C1=CC=[N+](C=C1)CC1=CC=C(C=C1)Cl)F (S)-4-{4-[5-(acetamidomethyl)-2-oxooxazolidin-3-yl]-2-fluorophenyl}-1-(4-chlorobenzyl)pyridine-1-ium bromide